OC1=CC=C(C=C1)[C@H]1N(C[C@@H](CC1)C)C(=O)OC(C)(C)C tert-Butyl (2S,5R)-2-(4-hydroxyphenyl)-5-methyl-piperidine-1-carboxylate